(pyridin-1-ium-1-yl)amide [N+]1(=CC=CC=C1)[NH-]